CC=1C(=NC2=CC=CC=C2N1)N 3-methyl-quinoxalin-2-amine